tert-Butyl 4-(4-amino-3-hydroxyphenyl)-2,2-dimethyl-5-oxopiperazine-1-carboxylate NC1=C(C=C(C=C1)N1CC(N(CC1=O)C(=O)OC(C)(C)C)(C)C)O